methyl (S)-2-((7-(4-chlorophenylethyloxy)-1-oxo-3,4-dihydroisoquinolin-2(1H)-yl) methyl)-1-((oxetan-2-yl) methyl)-1H-benzo[d]imidazole-6-carboxylate ClC1=CC=C(C=C1)CCOC1=CC=C2CCN(C(C2=C1)=O)CC1=NC2=C(N1C[C@H]1OCC1)C=C(C=C2)C(=O)OC